5-(5-methylisothiazol-4-yl)-2-(1H-pyrrol-1-yl)aniline CC1=C(C=NS1)C=1C=CC(=C(N)C1)N1C=CC=C1